butoxybenzophenone C(CCC)OC1=C(C(=O)C2=CC=CC=C2)C=CC=C1